(E)-2-(Anthracene-9-ylmethylene)-4,6-dimethoxy-7-(1-methylpiperidin-4-yl)benzofuran-3(2H)-one C1=CC=CC2=CC3=CC=CC=C3C(=C12)\C=C/1\OC2=C(C1=O)C(=CC(=C2C2CCN(CC2)C)OC)OC